C(C)(C)(C)OC(=O)N1CCC(CC1)(C1(CCC1)O)C#N 4-cyano-4-(1-hydroxycyclobutyl)piperidine-1-carboxylic acid tert-butyl ester